BrC1CCN(CC1)C(=O)OCC1=CC=CC=C1 benzyl 4-bromopiperidine-1-carboxylate